FC1=CC=C2C=CC=C(C2=C1F)C1=C(C=2N=C(N=C(C2C=N1)OCC(F)(F)F)OCC12CCCN2CCC1)F 7-(7,8-difluoronaphthalen-1-yl)-8-fluoro-2-((tetrahydro-1H-pyrrolizin-7a(5H)-yl)methoxy)-4-(2,2,2-trifluoroethoxy)pyrido[4,3-d]pyrimidine